FC1=C(C#N)C(=CC(=C1F)OC)C(C)C 2,3-Difluoro-6-isopropyl-4-methoxybenzonitrile